trimethyl-trifuranyl-cyclotrisiloxane Trisodium 3,3',3''-phosphinetriyltris(benzene-1-sulphonate) P(C=1C=C(C=CC1)S(=O)(=O)[O-])(C=1C=C(C=CC1)S(=O)(=O)[O-])C=1C=C(C=CC1)S(=O)(=O)[O-].[Na+].[Na+].[Na+].C[Si]1(O[Si](O[Si](O1)(C=1OC=CC1)C)(C=1OC=CC1)C)C=1OC=CC1